1-(4-(4-(4-amino-7-methyl-5-(4-((6-methylpyridin-2-yl)oxy)phenyl)-7H-pyrrolo[2,3-d]pyrimidin-6-yl)-1H-pyrazol-1-yl)piperidin-1-yl)but-2-yn-1-one NC=1C2=C(N=CN1)N(C(=C2C2=CC=C(C=C2)OC2=NC(=CC=C2)C)C=2C=NN(C2)C2CCN(CC2)C(C#CC)=O)C